3-(3-(dimethylamino)phenyl)-N-((1-methylpiperidine-4-yl)methyl)imidazo[1,2-b]pyridazin-6-amine CN(C=1C=C(C=CC1)C1=CN=C2N1N=C(C=C2)NCC2CCN(CC2)C)C